2-(2-(cyclopropylmethyl)-1-(3-fluoro-4-sulfamoylbenzyl)-5-(3-(4-(2-hydroxypropan-2-yl)piperidin-1-yl)phenyl)-1H-pyrrol-3-yl)thiazole-4-carboxylic acid C1(CC1)CC=1N(C(=CC1C=1SC=C(N1)C(=O)O)C1=CC(=CC=C1)N1CCC(CC1)C(C)(C)O)CC1=CC(=C(C=C1)S(N)(=O)=O)F